5'-(2-(ethyl(isopropyl)formyl)-4-fluorophenyl)-5',6',7',9'-tetrahydrospiro[azetidine-3,8'-pyrimido[5,4-b]indole]-1-carboxylic acid tert-butyl ester C(C)(C)(C)OC(=O)N1CC2(CC=3C4=C(N(C3CC2)C2=C(C=C(C=C2)F)C(=O)C(C)(C)CC)C=NC=N4)C1